(4-(3-(((3s,5s,7s)-adamantan-1-yl)amino)-2-hydroxypropoxy)phenyl)-2-chlorobenzenesulfonamide C12(CC3CC(CC(C1)C3)C2)NCC(COC2=CC=C(C=C2)C=2C(=C(C=CC2)S(=O)(=O)N)Cl)O